BrC1=NNC=2C1=NC(=CC2Cl)C(F)(F)F 3-bromo-7-chloro-5-(trifluoromethyl)-1H-pyrazolo[4,3-b]pyridine